1-(3-chloro-2-fluorobenzyl)-2-methylpiperidine-4-carboxylic acid tert-butyl ester C(C)(C)(C)OC(=O)C1CC(N(CC1)CC1=C(C(=CC=C1)Cl)F)C